CC=1C=C(\C=N\NC(C2=CC=CC=C2)=O)C=CC1 (E)-N'-(3-methylbenzylidene)benzoyl-hydrazine